N-(1-cyanocyclopropyl)-2-[(2S)-2-[methoxymethyl(trifluoromethylsulfonyl)amino]propoxy]-5-methyl-pyridine-4-carboxamide C(#N)C1(CC1)NC(=O)C1=CC(=NC=C1C)OC[C@H](C)N(S(=O)(=O)C(F)(F)F)COC